COC1=CC(=C(C=C1)C#CC1CN(C1)C(=O)OC(C)(C)C)C(F)(F)F tert-butyl 3-[2-[4-methoxy-2-(trifluoromethyl)phenyl]ethynyl]azetidine-1-carboxylate